O=C([C@H](O)[C@@H](O)[C@H](O)[C@H](O)C(=O)[O-])[O-].[K+].[K+] potassium glucarate salt